tert-butyl 4-(2-(3-((2,6-dimethoxyphenyl)sulfonamido)-4-methoxybenzo[d]isoxazol-6-yl)pyridin-4-yl)piperazine-1-carboxylate COC1=C(C(=CC=C1)OC)S(=O)(=O)NC1=NOC2=C1C(=CC(=C2)C2=NC=CC(=C2)N2CCN(CC2)C(=O)OC(C)(C)C)OC